4-bromothiazoleamide BrC=1N=C(SC1)C(=O)N